(1R,2S,5S)-N-((S)-1-cyano-2-((S)-2-oxopyrrolidin-3-yl)ethyl)-3-((S)-3,3-dimethyl-2-pivaloylaminobutyryl)-6,6-dimethyl-3-azabicyclo[3.1.0]hexane-2-carboxamide C(#N)[C@H](C[C@H]1C(NCC1)=O)NC(=O)[C@@H]1[C@H]2C([C@H]2CN1C([C@H](C(C)(C)C)NC(C(C)(C)C)=O)=O)(C)C